NC1=C(C(=NC=N1)NC=1C(=C2CNC(C2=CC1)=O)OC)OC 5-((6-amino-5-methoxypyrimidin-4-yl)amino)-4-methoxyisoindolin-1-one